C1C(CC12CCNCC2)C#CC=2C=C(N=NC2N)C2=C(C=CC=C2)O (5-((7-azaspiro[3.5]nonan-2-yl)ethynyl)-6-aminopyridazin-3-yl)phenol